ClC1=C(CNC(=O)[C@@]2(C=3C=CC=NC3[C@](CC2)(CO)O)F)C=CC(=C1)Cl (5R,8R)-N-(2,4-dichlorobenzyl)-5-fluoro-8-hydroxy-8-(hydroxymethyl)-5,6,7,8-tetrahydroquinoline-5-carboxamide